methyl 1-(3-(2-hydroxyethoxy) benzyl)-5-(methylcarbamoyl)-6-oxo-1,6-dihydropyridine-3-carboxylate OCCOC=1C=C(CN2C=C(C=C(C2=O)C(NC)=O)C(=O)OC)C=CC1